C(CCC)N(S(=O)(=O)NC=1C=C2C(=CNC2=CC1)C=1CCN(CC1)C(CC)CC)CCCC 5-(N,N-dibutylaminosulfonyl)amino-3-(1-(3-pentyl)-1,2,3,6-tetrahydropyridin-4-yl)-1H-indole